N[C@H](C(=O)NCCCN1CCC(CC1)CC1CCN(CC1)C=1C(=CC2=C(C(C=3NC4=CC(=CC=C4C3C2=O)C#N)(C)C)C1)CC)CCCN1C(=NC=C1)N (2S)-2-amino-5-(2-amino-1H-imidazol-1-yl)-N-(3-{4-[(1-{3-cyano-9-ethyl-6,6-dimethyl-11-oxo-5H,6H,11H-benzo[b]carbazol-8-yl}piperidin-4-yl)methyl]piperidin-1-yl}propyl)pentanamide